tert-butyl (2-(1-(7-bromo-8-fluoro-2-(((2R,7aS)-2-fluorotetrahydro-1H-pyrrolizin-7a(5H)-yl) methoxy)quinazolin-4-yl)azetidin-3-yl) propan-2-yl)carbamate BrC1=CC=C2C(=NC(=NC2=C1F)OC[C@]12CCCN2C[C@@H](C1)F)N1CC(C1)C(C)(C)NC(OC(C)(C)C)=O